N-phenyl-N-((6-(5-(trifluoromethyl)-1,3,4-oxadiazol-2-yl)pyridazin-3-yl)methyl)methanesulfonamide C1(=CC=CC=C1)N(S(=O)(=O)C)CC=1N=NC(=CC1)C=1OC(=NN1)C(F)(F)F